2-((10,11-dihydrobenzo[6,7]oxepino[3,2-b]pyridin-11-yl)methyl)isoindoline-1,3-dione N1=C2C(=CC=C1)OC1=C(CC2CN2C(C3=CC=CC=C3C2=O)=O)C=CC=C1